D-tryptophan-acrylamide C(C=C)(=O)N.N[C@H](CC1=CNC2=CC=CC=C12)C(=O)O